BrC1=C(C=C2[C@@](NC(NC2=C1)=O)(C(F)(F)F)C#CC1CC1)F (R)-7-bromo-4-(cyclopropylethynyl)-6-fluoro-4-(trifluoromethyl)-3,4-dihydroquinazolin-2(1H)-one